(5-((4-chlorophenoxy)methyl)-1,3,4-thiadiazol-2-yl)-6-cyano-4-(2-methoxyphenyl)nicotinamide ClC1=CC=C(OCC2=NN=C(S2)C2=C(C(=O)N)C(=CC(=N2)C#N)C2=C(C=CC=C2)OC)C=C1